3-acetamido-N-(2-{[(4-methylphenyl)methyl]sulfanyl}ethyl)adamantane-1-carboxamide C(C)(=O)NC12CC3(CC(CC(C1)C3)C2)C(=O)NCCSCC2=CC=C(C=C2)C